1-(5-bromo-1-ethyl-1H-pyrazol-4-yl)ethanone BrC1=C(C=NN1CC)C(C)=O